2-palmitoyl-1,3-cyclohexanedione C(CCCCCCCCCCCCCCC)(=O)C1C(CCCC1=O)=O